(R)-4-(dimethylamino)-1-((4-hydroxy-1-(3-phenylbutyryl)piperidin-4-yl)methyl)-5-phenylpyridin-2(1H)-one CN(C1=CC(N(C=C1C1=CC=CC=C1)CC1(CCN(CC1)C(C[C@@H](C)C1=CC=CC=C1)=O)O)=O)C